2-(2-Fluorochinolin-7-yl)-3-(2-((1-methylcyclopentyl)methyl)oxazol-5-yl)-5,6-dihydro-7H-cyclopenta[b]pyridin-7-on FC1=NC2=CC(=CC=C2C=C1)C1=C(C=C2C(=N1)C(CC2)=O)C2=CN=C(O2)CC2(CCCC2)C